ClC=1C(=C(C(=C(C1)C(C)O)OCC)C=1C=NC=C(C1)C(F)(F)F)C 1-(5-chloro-2-ethoxy-4-methyl-3-(5-(trifluoromethyl)pyridin-3-yl)phenyl)ethan-1-ol